C(C)(=O)O[C@@H](C(=O)OCC)CC1=C(C=CC(=C1)CO[Si](C)(C)C(C)(C)C)OCC1=CC=CC=C1 (R)-ethyl 2-acetoxy-3-(2-(benzyloxy)-5-(((tert-butyldimethylsilyl)oxy)methyl)phenyl)propanoate